C1(CC1)COC1=NC=CC(=C1)C=1C(=CC(=C(C1)NC(=O)C1=CNC(C=C1C(F)(F)F)=O)N1C[C@H](N([C@H](C1)C)C)C)F |r| N-[5-[2-(cyclopropylmethoxy)pyridin-4-yl]-4-fluoro-2-[rac-(3R,5S)-3,4,5-trimethylpiperazin-1-yl]phenyl]-6-oxo-4-(trifluoromethyl)-1H-pyridine-3-carboxamide